O[C@@H](C(=O)N1CC2=C(CCC1)C(NC(=N2)C2(CC2)C2=CC=CC=C2)=O)C2=CC(=CC=C2)C(F)(F)F (R)-8-(2-hydroxy-2-(3-(trifluoromethyl)phenyl)acetyl)-2-(1-phenylcyclopropyl)-3,5,6,7,8,9-hexahydro-4H-pyrimido[4,5-c]azepin-4-one